(2-{2-[3-(2-Amino-ethylcarbamoyl)-phenoxy]-1-azido-ethoxy}-ethoxy)-acetic acid NCCNC(=O)C=1C=C(OCC(OCCOCC(=O)O)N=[N+]=[N-])C=CC1